ClC1=CC(=NC=C1OC1=CC=CC=C1)NC=1C2=C(N=CN1)C=CC(=N2)N2CC1(CCN1)C2 N-(4-chloro-5-phenoxypyridin-2-yl)-6-(1,6-diazaspiro[3.3]heptan-6-yl)pyrido[3,2-d]pyrimidin-4-amine